COC1=NC=C(C=N1)C1=NOC(=N1)N1CCC(CC1)C(=O)OC(C)(C)C Tert-butyl 1-(3-(2-methoxypyrimidin-5-yl)-1,2,4-oxadiazol-5-yl)piperidine-4-carboxylate